O=C[C@H](O)[C@@H](O)[C@@H](O)[C@H](O)C(=O)[O-].[Cu+] copper monogalacturonate